Methyl-4-chloro-5-formylmethylpyridinium (1s,3s)-3-[5-amino-1-(2-methylprop-2-yl)pyrazol-3-yl]cyclobutyl-(prop-2-ylamino)methanoate NC1=CC(=NN1C(C)(C)C)C1CC(C1)N(C(C)C)C(=O)[O-].C[N+]1=CC=C(C(=C1)CC=O)Cl